C(C)(C)(C)C1=CC=C(C=C1)[C@H]1C[C@@H](N(CC1)C(=O)C1CC2(C1)NC(OC2)=O)C (2s,4r)-2-((2S,4R)-4-(4-(tert-butyl)phenyl)-2-methylpiperidin-1-carbonyl)-7-oxa-5-azaspiro[3.4]octan-6-one